C(C)O[C@@H]1[C@@H](C1)C1(C=C(C(N(C1)CC1=CC(=CC=C1)OCCO)=O)C(=O)NC)C(=O)N 5-((1S,2S)-2-ethoxycyclopropyl)-1-(3-(2-hydroxyethoxy)benzyl)-N3-methyl-2-oxo-1,2-dihydropyridine-3,5-dicarboxamide